C(C)(C)(C)OC(=O)N1[C@H](C2=CC(=CC=C2CC1)OCC1=CC=CC=C1)C1=CC=C(C=C1)F (S)-7-(benzyloxy)-1-(4-fluorophenyl)-3,4-dihydroisoquinoline-2(1H)-carboxylic acid tert-butyl ester